(3-Fluoro-4-((3-(1-((tetrahydro-2H-pyran-4-yl)methyl)-1H-pyrazol-4-yl)-1H-pyrrolo[2,3-b]pyridin-4-yl)oxy)phenyl)methanamin FC=1C=C(C=CC1OC1=C2C(=NC=C1)NC=C2C=2C=NN(C2)CC2CCOCC2)CN